piperazin-1-yl-Pyrimidine-6-carbonitrile N1(CCNCC1)C1=NC(=CC=N1)C#N